C(C1=CC=CC=C1)(C1=CC=CC=C1)N1CC2(C1)[C@H](CC2)NC(OC(C)(C)C)=O tert-butyl (S)-(2-benzhydryl-2-azaspiro[3.3]heptan-5-yl)carbamate